(S)-1-((7-Chloro-2-(2'-chloro-3'-(3-(((R)-3-hydroxypyrrolidin-1-yl)methyl)-1,7-naphthyridin-8-ylamino)-2-methylbiphenyl-3-yl)benzo[d]oxazol-5-yl)methyl)pyrrolidin ClC1=CC(=CC=2N=C(OC21)C=2C(=C(C=CC2)C2=C(C(=CC=C2)NC=2N=CC=C1C=C(C=NC21)CN2C[C@@H](CC2)O)Cl)C)CN2CCCC2